OC1=C(C=C(C=C1)CCOC(C(=C)C)=O)N1N=C2C(=N1)C=CC(=C2)Cl 2-[2-hydroxy-5-(methacryloyloxyethyl)phenyl]-5-chloro-2H-benzotriazole